tert-butyl methyl((2S)-1-(((4S,9aS)-7-(naphthalen-1-ylcarbamoyl)-5-oxooctahydropyrrolo[2,1-b][1,3]oxazepin-4-yl)amino)-1-oxopropan-2-yl)carbamate CN(C(OC(C)(C)C)=O)[C@H](C(=O)N[C@@H]1C(N2[C@@H](OCC1)CCC2C(NC2=CC=CC1=CC=CC=C21)=O)=O)C